CO[Si](CCCN1CN(C=C1)C)(OC)OC 1-[3-(trimethoxysilyl)-propyl]-3-methylimidazole